cyclopropyl-3,4,5,6-tetrafluoro-N,N-dimethylbenzenesulfonamide C1(CC1)C1=C(C(=C(C(=C1F)F)F)F)S(=O)(=O)N(C)C